4-(acetoxyimino)-4-(thiophen-2-yl)-2-butenoic acid ethyl ester C(C)OC(C=CC(C=1SC=CC1)=NOC(C)=O)=O